2,2-Dimethylpyrrolidine hydrochloride Cl.CC1(NCCC1)C